4-(3-(dimethylphosphoryl)phenyl)naphthalen CP(=O)(C)C=1C=C(C=CC1)C1=CC=CC2=CC=CC=C12